C(#N)CC=1C(=NC=C(C1)C(F)(F)F)C#N 3-(cyanomethyl)-5-(trifluoromethyl)pyridine-2-carbonitrile